COC1=CC=C(C=C2C(NC3=CC=C(C=C23)N)=O)C=C1 3-(4-methoxybenzylidene)-5-aminoindolin-2-one